C(C1=CC=CC=C1)OC=1C=CC(=C(C(=O)N(CC)CC)C1)CC1=CC=C(C=C1)F 5-benzyloxy-N,N-diethyl-2-[(4-fluorophenyl)methyl]benzamide